ClC=1C(N(C=CC1OC)C)=O 3-chloro-4-methoxy-1-methylpyridin-2(1H)-one